4-hydroxy-1-(4-(5-((4-(4-morpholino-7H-pyrrolo[2,3-d]pyrimidin-6-yl)phenyl)amino)pyrimidin-2-yl)piperazin-1-yl)but-2-yn-1-one OCC#CC(=O)N1CCN(CC1)C1=NC=C(C=N1)NC1=CC=C(C=C1)C1=CC2=C(N=CN=C2N2CCOCC2)N1